[Cr].[Fe].[P] phosphorus iron chromium